FC1=CC=C(C=C1)C(CC)([2H])N1C[C@@H](N(C[C@H]1C)C1=CC(N(C=2C=CC(=NC12)C#N)C)=O)C 8-((2S,5R)-4-(1-(4-fluorophenyl)propyl-1-d)-2,5-dimethylpiperazin-1-yl)-5-methyl-6-oxo-5,6-dihydro-1,5-naphthyridine-2-carbonitrile